7-chloro-5-(4-(4,4-difluoro-piperidine-1-carbonyl)phenyl)benzofuran ClC1=CC(=CC=2C=COC21)C2=CC=C(C=C2)C(=O)N2CCC(CC2)(F)F